Benzyl 8-bromo-4,4a,5,6-tetrahydro-1H-pyrazino[1,2-a]quinoxaline-3(2H)-carboxylate BrC=1C=C2NCC3N(C2=CC1)CCN(C3)C(=O)OCC3=CC=CC=C3